P(=O)(O)(O)OCC(=O)[C@@H](O)[C@H](O)[C@H](O)CO Phosphofructose